C1(CCCC1)N1C(=CC2=C1N=C(N=C2)NC2=NC=C(C=C2)O)C(=O)N(C)C 7-cyclopentyl-2-[(5-hydroxy-2-pyridinyl)amino]-N,N-dimethylpyrrolo[2,3-d]pyrimidine-6-carboxamide